Kalium butanoat C(CCC)(=O)[O-].[K+]